F[C@](C(=O)OC)([C@@H](O)C1=CC=C(C=C1)F)C (2S,3S)-methyl 2-fluoro-3-(4-fluorophenyl)-3-hydroxy-2-methylpropanoate